2-bromo-5-(trifluoromethyl)-pyrazine BrC1=NC=C(N=C1)C(F)(F)F